C=CC(=C)OC(O)=O.ClC1=CC=C(CNC(NCCCCCC(=O)N)=O)C=C1 6-(3-(4-chlorobenzyl)ureido)hexanamide 3-butadienyl-carbonate